C(C(O)C)(=O)[O-].C(C(O)C)(=O)[O-].[Ti+2] Titanium bis-lactate